7-(mercaptomethyl)-3,6,9,12-tetrathiatetradecane-1,14-dithiol SCC(SCCSCCS)CSCCSCCS